O=C1NC(CCC1N1C(C2=CC=C(C=C2C1)CNC(CCCCCCCC)=O)=O)=O N-((2-(2,6-dioxopiperidin-3-yl)-1-oxoisoindol-5-yl)methyl)nonanamide